FCCCOC(C(CC)(NC(=O)C1=NC(=C(C=C1)N1CC(C1)OC)OC[C@@H]1[C@H](C1)CO)CC)=O 3-Fluoropropyl-2-ethyl-2-{[6-{[(1S,2S)-2-(hydroxymethyl)cyclopropyl]methoxy}-5-(3-methoxyazetidin-1-yl)pyridin-2-carbonyl]amino}butanoat